[Si](C)(C)(C(C)(C)C)OC(C(CN1N=CC2=CC=CC(=C12)C(=O)O)OCCC1=CC=CC=C1)C1=CC(=C(C(=C1)OC)C)OC 1-(3-((tert-butyldimethylsilyl)oxy)-3-(3,5-dimethoxy-4-methylphenyl)-2-phenethoxypropyl)-1H-indazole-7-carboxylic acid